FC1=C(CNC2=NC(=NC=C2C(=O)N)NC=2C=NN(C2)C)C(=CC(=C1)F)F 4-((2,4,6-trifluorobenzyl)amino)-2-((1-methyl-1H-pyrazol-4-yl)amino)pyrimidin-5-carboxamide